6-(4-(2-(azepine-1-yl)ethoxy)benzyl)-5,11-dimethyl-6H-pyrido[4,3-b]carbazole N1(C=CC=CC=C1)CCOC1=CC=C(CN2C=3C=CC=CC3C=3C(=C4C(=C(C23)C)C=CN=C4)C)C=C1